cholesterol arachidate C(CCCCCCCCCCCCCCCCCCC)(=O)O[C@@H]1CC2=CC[C@H]3[C@@H]4CC[C@H]([C@@H](CCCC(C)C)C)[C@]4(CC[C@@H]3[C@]2(CC1)C)C